L-Tyrosine methyl ester hydrochloride salt Cl.COC([C@@H](N)CC1=CC=C(C=C1)O)=O